FC1=C(CN2C(N([C@H](C3=CC=C(C=C23)C(=O)NCC2=C(C=C(C=C2F)F)F)C)C)=O)C(=CC=C1OCCCO)F (S)-1-(2,6-difluoro-3-(3-hydroxypropoxy)benzyl)-3,4-dimethyl-2-oxo-N-(2,4,6-trifluorobenzyl)-1,2,3,4-tetrahydroquinazoline-7-carboxamide